FC(C(=O)[O-])(F)F.C[NH+](CCC)C N,N-di-methyl-1-propanaminium trifluoroacetat